glycolyl-para-aminophenylarsonic acid C(CO)(=O)C1=C(C=CC(=C1)N)[As](O)(O)=O